C(CC)N(C(OCCCCC)=O)CCC pentyl N,N-dipropylcarbamate